COCCC1CNCC1 3-(2-methoxy-ethyl)-pyrrolidine